N-(5-(6-(3-(4,5-dihydrofuran-3-yl)-5-(trifluoromethyl)phenyl)-1-oxo-3,4-dihydroisoquinolin-2(1H)-yl)-2-((2-methoxyethoxy)methoxy)phenyl)methanesulfonamide O1C=C(CC1)C=1C=C(C=C(C1)C(F)(F)F)C=1C=C2CCN(C(C2=CC1)=O)C=1C=CC(=C(C1)NS(=O)(=O)C)OCOCCOC